COC(C1=CC(=C(C=C1)N)NCCOC)=O 4-amino-3-(2-methoxyethylamino)benzoic acid methyl ester